ClC1=C(OC2=C3C=4N(CC(NC4C=C2NC(C2=CC(=CC(=C2)C(F)(F)F)F)=O)=O)N=C3N3C(C2=CC=CC=C2C3=O)=O)C=C(C=C1)F N-(7-(2-chloro-5-fluorophenoxy)-6-(1,3-dioxoisoindolin-2-yl)-2-oxo-2,3-dihydro-1H-pyrazolo[1,5,4-de]quinoxalin-8-yl)-3-fluoro-5-(trifluoromethyl)benzamide